4-CHLORO-3-(ISOPROPYLCARBAMOYL)PHENYLBORONIC ACID ClC1=C(C=C(C=C1)B(O)O)C(NC(C)C)=O